3-(4-bromophenyl)-8-methyl-1,4,8-triazaspiro[4.5]dec-3-en-2-one BrC1=CC=C(C=C1)C=1C(NC2(N1)CCN(CC2)C)=O